CC1=C(C=CC2=C1OC(C=1CN(CCC12)C(=O)C1=CC(=C(C=C1)CS(=O)(=O)N)OC(F)(F)F)=O)N1CCN(CC1)C (4-(7-methyl-8-(4-methylpiperazin-1-yl)-5-oxo-1,3,4,5-tetrahydro-2H-chromeno[3,4-c]pyridine-3-carbonyl)-2-(trifluoromethoxy)phenyl)methanesulfonamide